(R)-N-(2-(4-(4-cyclopropylpiperazin-1-yl)piperidin-1-yl)-5-((6-(3-(3-fluoro-5-(furan-2-yl)phenyl)isoxazolidin-2-yl)pyrimidin-4-yl)amino)-4-methoxyphenyl)acrylamide C1(CC1)N1CCN(CC1)C1CCN(CC1)C1=C(C=C(C(=C1)OC)NC1=NC=NC(=C1)N1OCC[C@@H]1C1=CC(=CC(=C1)C=1OC=CC1)F)NC(C=C)=O